(R)-(+)-1-Benzylglycerol C1=CC=C(C=C1)COC[C@@H](CO)O